ClC=1C=C(C=C2C(=C(C=NC12)C#N)NCC(C)(C)C)N[C@@H](C=1C(=NC(=CC1)F)C)C=1N=NN(C1)C1(CC1)CC (S)-8-chloro-6-(((1-(1-ethylcyclopropyl)-1H-1,2,3-triazol-4-yl)(6-fluoro-2-methylpyridin-3-yl)methyl)amino)-4-(neopentylamino)quinoline-3-carbonitrile